2-[4-[3-[1-(5-chloropyrimidin-2-yl)-4-piperidyl]propoxy]-2-fluoro-phenyl]-1-[(3S)-3-[[[2,3-dihydroxy-2-(hydroxymethyl)propyl]amino]methyl]-pyrrolidin-1-yl]ethanone ClC=1C=NC(=NC1)N1CCC(CC1)CCCOC1=CC(=C(C=C1)CC(=O)N1C[C@@H](CC1)CNCC(CO)(CO)O)F